COC(=O)C1=CC=CO1 5-(Methoxycarbonyl)furan